2-[3-[tert-butyl(dimethyl)silyl]oxypropyl]-4-(hydroxymethyl)benzonitrile [Si](C)(C)(C(C)(C)C)OCCCC1=C(C#N)C=CC(=C1)CO